7-Cyclopentyl-2-[1'-(2-hydroxy-ethyl)-1',2',3',4',5',6'-hexahydro-[3,4']bipyridinyl-6-ylamino]-7H-pyrrolo[2,3-d]pyrimidine-6-carboxylic acid dimethylamide CN(C(=O)C1=CC2=C(N=C(N=C2)NC2=CC=C(C=N2)C2CCN(CC2)CCO)N1C1CCCC1)C